NC1=CC=C(C=N1)N1C[C@H](CCC1)N(CC1=CC(=NC=C1)OC)CC1=CN(C2=CC(=C(C=C2C1=O)F)F)C1CC1 3-({[(3S)-1-(6-aminopyridin-3-yl)piperidin-3-yl][(2-methoxypyridin-4-yl)methyl]amino}methyl)-1-cyclopropyl-6,7-difluoro-1,4-dihydroquinolin-4-one